CCCCC1=NC(=C(N1CC2=CC=C(C=C2)C3=CC=CC=C3C4=NN=N[N-]4)CO)Cl The molecule is an organic anion that is the conjugate base of losartan, obtained from the deprotonation of the tetrazole NH group. Major species at pH 7.3. It is a conjugate base of a losartan.